C(C)OC(=O)C1=C(N=C(S1)NC(C[C@H](CN)NC(C1=CC(=CC=C1)C1=NOC(=N1)C)=O)=O)C.C(CCCCCCCCC)C1=C(C=CC)C=CC=C1 ortho-decyl-(methyl)styrene ethyl-2-[[(3R)-4-amino-3-[[3-(5-methyl-1,2,4-oxadiazol-3-yl)benzoyl]amino]butanoyl]amino]-4-methyl-thiazole-5-carboxylate